NCCS(=O)(=O)[O-].[Li+] Lithium taurate